(3R,3'R)-dihydroxyl-beta-carotene OC([C@@]1(C)CCCC(C)=C1\C=C\C(\C)=C\C=C\C(\C)=C\C=C\C=C(/C)\C=C\C=C(/C)\C=C\C1=C(C)CCCC1(C)C)O